S(=O)(=O)(O)O.C(C1=CC=CC=C1)NC=1C2=C(N=C(N1)N1C(=CC=3C(=CC=CC13)C(=O)N)C)NCCC2 1-(4-(benzylamino)-5,6,7,8-tetrahydropyrido[2,3-d]pyrimidin-2-yl)-2-methyl-1H-indole-4-carboxamide sulfate salt